TETRAHYDRONAPHTHALENE-1-CARBOXYLIC ACID C1(CCCC2=CC=CC=C12)C(=O)O